5-bromo-6-methyl-pyridine-3-carbonitrile BrC=1C=C(C=NC1C)C#N